BrC1=CC(=NN1)C(=O)N1C2CC(CC1CC2)C(=O)NCC2=CC(=CC=C2)Cl 8-(5-bromo-1H-pyrazole-3-carbonyl)-N-(3-chlorobenzyl)-8-azabicyclo[3.2.1]octane-3-carboxamide